CC1=CN=C2N1N=C(C=C2)C2=CNC=1N=C(N=CC12)N[C@H](C(F)(F)F)C (S)-5-(3-methylimidazo[1,2-b]pyridazin-6-yl)-N-(1,1,1-trifluoropropan-2-yl)-7H-pyrrolo[2,3-d]pyrimidin-2-amine